2,2''-dichloro-1,1':3',1''-terphenyl ClC1=C(C=CC=C1)C1=CC(=CC=C1)C1=C(C=CC=C1)Cl